5-fluoro-8-(4-fluorophenyl)-9-(6-methyl-8-oxo-5,7-diazaspiro-[3.4]oct-5-en-7-yl)-8,9-dihydro-2H-pyrido[4,3,2-de]phthalazin-3(7H)-one FC=1C=C2C=3C(=NNC(C3C1)=O)C(C(N2)C2=CC=C(C=C2)F)N2C(=NC1(CCC1)C2=O)C